ClC=1C=C(C=C(C1OC=1C=CC2=C(N(C(=N2)OC)C(C)C)C1)Cl)NC(=O)C1=NOC(N1)=O N-(3,5-dichloro-4-((1-isopropyl-2-methoxy-1H-benzo[d]imidazol-6-yl)oxy)phenyl)-5-oxo-4,5-dihydro-1,2,4-oxadiazole-3-carboxamide